2-[[6-(difluoromethoxy)-3-morpholinosulfonyl-4-quinolyl]amino]benzoic acid FC(OC=1C=C2C(=C(C=NC2=CC1)S(=O)(=O)N1CCOCC1)NC1=C(C(=O)O)C=CC=C1)F